1-(9Z-tetradecenoyl)-2-(9Z-nonadecenoyl)-glycero-3-phosphoserine CCCCCCCCC/C=C\CCCCCCCC(=O)O[C@H](COC(=O)CCCCCCC/C=C\CCCC)COP(=O)(O)OC[C@@H](C(=O)O)N